spiro[cyclopentane-1,3'-[3H]pyrrolo[2,3-b]pyridin]-2'(1'H)-one N1C(C2(C=3C1=NC=CC3)CCCC2)=O